Cl.COC=1C=C2CNCC2=CC1 5-methoxy-2,3-dihydro-1H-isoindole hydrochloride